C(CC=CCC)O hex-3-en-1-ol